bis(5-methoxy-1,3-benzoxazol-2-yl)zinc COC=1C=CC2=C(N=C(O2)[Zn]C=2OC3=C(N2)C=C(C=C3)OC)C1